(1R,3S,4S)-N-(3-chloro-4-fluorophenyl)-2-(6-methyl-4-(trifluoromethyl)pyridin-2-yl)-N-(4-(pyrrolidin-1-yl)butyl)-2-azabicyclo[2.2.1]heptane-3-carboxamide ClC=1C=C(C=CC1F)N(C(=O)[C@H]1N([C@@H]2CC[C@H]1C2)C2=NC(=CC(=C2)C(F)(F)F)C)CCCCN2CCCC2